C(C=C)(=O)N1C[C@@H](N(C[C@H]1C)C=1C2=C(N(C(N1)=O)C=1C(=NC=CC1SC)C(C)C)N=C(C(=C2)Cl)C2=C(C(=CC(=C2F)Cl)Cl)N)C 4-((2s,5r)-4-propenoyl-2,5-dimethylpiperazin-1-yl)-7-(2-amino-3,5-dichloro-6-fluorophenyl)-6-chloro-1-(2-isopropyl-4-(methylthio)pyridin-3-yl)pyrido[2,3-d]pyrimidin-2(1H)-one